4-(4-((2-(1H-1,2,3-triazol-4-yl)ethyl)amino)-8-fluoro-2-(((2R,7aS)-2-fluorohexahydro-1H-pyrrolizin-7a-yl)methoxy)pyrido[4,3-d]pyrimidin-7-yl)-5-ethyl-6-fluoronaphthalen-2-ol N1N=NC(=C1)CCNC=1C2=C(N=C(N1)OC[C@]13CCCN3C[C@@H](C1)F)C(=C(N=C2)C2=CC(=CC1=CC=C(C(=C21)CC)F)O)F